4-(6,7-dimethoxyquinazolin-4-yl)-1,4-diazepane-1-sulfonamide hydrochloride Salt Cl.COC=1C=C2C(=NC=NC2=CC1OC)N1CCN(CCC1)S(=O)(=O)N